BrC1=C(C=C(C(=O)NC=2C=NC(=CC2)C2=C(C=C(C=C2)C2=NOC(=N2)C)F)C=C1)OCCN(C)C 4-Bromo-3-(2-(dimethylamino)ethoxy)-N-(6-(2-fluoro-4-(5-methyl-1,2,4-oxadiazol-3-yl)phenyl)pyridin-3-yl)benzamid